1-(4-bromophenyl)azetidine-3-formaldehyde BrC1=CC=C(C=C1)N1CC(C1)C=O